5-ethylsulfonyl-N-methyl-6-[1-(2,2,3,3,3-pentafluoropropyl)pyrazolo[3,4-c]pyridin-5-yl]pyridin-2-amine C(C)S(=O)(=O)C=1C=CC(=NC1C=1C=C2C(=CN1)N(N=C2)CC(C(F)(F)F)(F)F)NC